1,2-bis(4-octyloxyphenyl)ethane C(CCCCCCC)OC1=CC=C(C=C1)CCC1=CC=C(C=C1)OCCCCCCCC